C(C1=CC=CC=C1)O[C@H]1[C@@H]([C@H](O[C@H]([C@@H]1OCC1=CC=CC=C1)OCC1=CC=CC=C1)COCC1=CC=CC=C1)O (2R,3R,4S,5R,6R)-4,5,6-tris(benzyloxy)-2-((benzyloxy)methyl)tetrahydro-2H-pyran-3-ol